CC1=NC(=NC2=CC=CC=C12)NC(=NC(C)=O)NCCN1CCOCC1 N-(((4-methylquinazolin-2-yl)amino)((2-morpholinoethyl)amino)methylene)acetamide